C(C)(C)(C)OC(=O)N1C[C@@H](CCC1)C(NC1=NN(C2=CC=C(C=C12)C1=C(C=CC(=C1)O)Cl)C(C1=CC=CC=C1)(C1=CC=CC=C1)C1=CC=CC=C1)=O.[Si](C)(C)(C(C)(C)C)OCC1CC(C1)=O 3-{[(tert-butyldimethylsilyl)oxy]methyl}cyclobutan-1-one tert-Butyl-(3R)-3-{[5-(2-chloro-5-hydroxyphenyl)-1-trityl-1H-indazol-3-yl]carbamoyl}piperidine-1-carboxylate